N-(6-amino-5-ethylpyridin-3-yl)-2-((2R,5S)-2-(2-((R)-2-(dimethylamino)Propyl)benzo[d]thiazol-5-yl)-5-methylpiperidin-1-yl)-2-oxoacetamide NC1=C(C=C(C=N1)NC(C(=O)N1[C@H](CC[C@@H](C1)C)C=1C=CC2=C(N=C(S2)C[C@@H](C)N(C)C)C1)=O)CC